ClC=1N=CC(=C2C=C(N=CC12)NCC1CC1)C1=CC=CC=C1 8-chloro-N-(cyclopropylmethyl)-5-phenyl-2,7-naphthyridin-3-amine